9-chloro-7-(5-fluoro-1,3-benzodiazol-1-yl)-2,3,4,5-tetrahydro-1,4-benzoxazepine ClC1=CC(=CC=2CNCCOC21)N2C=NC1=C2C=CC(=C1)F